ClC1=C(C=C(C=C1)S(=O)(=O)N[C@@H](CCC(N)=O)C(=O)O)C(F)(F)F [4-chloro-3-(trifluoromethyl)benzene-1-sulfonyl]-L-glutamine